C1=CC=CC=2C3=CC=CC=C3C(C12)COC(=O)NC(C(=O)O)CO ((((9H-fluoren-9-yl)methoxy)carbonyl)amino)-3-hydroxypropionic acid